N-((1r,3r)-1-methyl-3-((5-(3-methyl-[1,2,4]triazolo[4,3-a]pyridin-6-yl)-7H-pyrrolo[2,3-d]pyrimidin-2-yl)amino)cyclobutyl)propionamide CC1(CC(C1)NC=1N=CC2=C(N1)NC=C2C=2C=CC=1N(C2)C(=NN1)C)NC(CC)=O